C(C)(C)(C)C=1C(=CC(=C(C(=O)O)C1)O)O 5-(tert-butyl)-2,4-dihydroxybenzoic acid